ClC1=CC(=C2C(=N1)N(C=N2)CCC#N)N2CCOCC2 3-(5-chloro-7-morpholino-3H-imidazo[4,5-b]pyridin-3-yl)propanenitrile